FC(C1=CC=C(C=C1)C#C)(F)F 1-trifluoromethyl-4-ethynylbenzene